C(C)OC(=O)C1=C(S\C(\C1=O)=C/C1=C(C(=CC=C1)OCC)O)NC1=CC(=C(C=C1)OC)OC (Z)-2-((3,4-dimethoxyphenyl)amino)-5-(3-ethoxy-2-hydroxybenzylidene)-4-oxo-4,5-dihydrothiophene-3-carboxylic acid ethyl ester